bis-(2-pyridyl-methyl)amine N1=C(C=CC=C1)CNCC1=NC=CC=C1